3-[1'-[4-chloro-2-(trifluoromethyl)phenyl]-2-(2-ethoxypyridin-3-yl)spiro[6,8-dihydro-1,7-naphthyridine-5,4'-piperidine]-7-yl]propanamide ClC1=CC(=C(C=C1)N1CCC2(CC1)C=1C=CC(=NC1CN(C2)CCC(=O)N)C=2C(=NC=CC2)OCC)C(F)(F)F